Potassium (8'-(azetidin-1-yl)-4'H-spiro[cyclopropane-1,5'-naphtho[2,1-d]isoxazol]-3'-yl)((4-carboxylato-2,6-dimethoxyphenyl)sulfonyl)amide N1(CCC1)C1=CC=C2C3(CC=4C(=NOC4C2=C1)[N-]S(=O)(=O)C1=C(C=C(C=C1OC)C(=O)[O-])OC)CC3.[K+].[K+]